ClCCCCCCCC[Si](OCC)(OCC)C 8-chlorooctyl-methyl-diethoxysilane